N1=CC(=CC=C1)OC1CN(C1)C=1C(=C(C(=O)O)C=CC1)N1C=CC=C1 3-(3-(pyridin-3-yloxy)azetidin-1-yl)-2-(1H-pyrrol-1-yl)benzoic acid